CN1N=NC2=C1C=CC(=C2)C2=NN(C(=C2)C2=CC=CC=C2)CC2=CC=C(C(=O)NO)C=C2 4-{[3-(1-methyl-1H-benzo[d][1,2,3]triazol-5-yl)-5-phenyl-1H-pyrazol-1-yl]methyl}-N-hydroxybenzoamide